C1(CC1)C1=C(C(=NO1)C1=C(C=CC=C1Cl)Cl)COC=1N=CC(=NC1)C1(CC(C1)C=1C=C(C(=O)O)C=C(C1)C)O 3-(3-(5-((5-cyclopropyl-3-(2,6-dichlorophenyl)isoxazol-4-yl)methoxy)pyrazin-2-yl)-3-Hydroxycyclobutyl)-5-methylbenzoic acid